1-(4-cyanobenzyl)-1H-pyrazol C(#N)C1=CC=C(CN2N=CC=C2)C=C1